N1=CC(=CC=C1)CCC1=NN(C2=CC=CC=C12)CC1=CC=C(C=C1)OC(F)(F)F (2-(pyridin-3-yl)ethyl)-1-(4-(trifluoromethoxy)benzyl)-1H-indazole